7-diethylamino-3-(4-Diethylaminobenzoyl)coumarin methyl-5-[[4-[4-[(2-chlorophenyl)carbamoyl]anilino]-5-fluoro-pyrimidin-2-yl]amino]pyridine-2-carboxylate COC(=O)C1=NC=C(C=C1)NC1=NC=C(C(=N1)NC1=CC=C(C=C1)C(NC1=C(C=CC=C1)Cl)=O)F.C(C)N(C1=CC=C2C=C(C(OC2=C1)=O)C(C1=CC=C(C=C1)N(CC)CC)=O)CC